4-(2-fluoro-4-(trifluoromethoxy)phenyl)-1H-benzo[d]imidazole-6-carboxylic acid methyl ester COC(=O)C=1C=C(C2=C(NC=N2)C1)C1=C(C=C(C=C1)OC(F)(F)F)F